2-Ethynyl-N-(1-(4-fluorobenzyl)-2-oxopyrrolidin-3-yl)-N-(3-methoxy-5-(trifluoromethoxy)phenyl)thiazole-4-carboxamide C(#C)C=1SC=C(N1)C(=O)N(C1=CC(=CC(=C1)OC(F)(F)F)OC)C1C(N(CC1)CC1=CC=C(C=C1)F)=O